P(=O)(O)(P(=O)(O)O)F fluorohypophosphoric acid